5-methyl-4-(methylthio)-1-((2-(trimethylsilyl)ethoxy)methyl)-1H-imidazole CC1=C(N=CN1COCC[Si](C)(C)C)SC